(2S)-2-[1-(3,3-dimethylbutanoyl)-1,2,3,4-tetrahydroquinolin-6-yl]-N-(4-fluorophenyl)propanamide CC(CC(=O)N1CCCC2=CC(=CC=C12)[C@@H](C(=O)NC1=CC=C(C=C1)F)C)(C)C